2-(2-Adamantyl)-N-[2-(2-phenylethyl)-1H-benzimidazol-5-yl]acetamide C12C(C3CC(CC(C1)C3)C2)CC(=O)NC2=CC3=C(NC(=N3)CCC3=CC=CC=C3)C=C2